FC=1C=C(C=CC1CN1C(=NC=C1)C)C1=C(SC(=C1)CC(C)C)S(=O)(=O)NC(NCC1=NC=CC=C1)=O 3-(3-{3-Fluoro-4-[(2-methyl-1H-imidazol-1-yl)methyl]phenyl}-5-isobutyl-2-thienylsulfonyl)-1-[(2-pyridyl)methyl]urea